C(=O)N[C@@H](CCS(C)=O)C(=O)O N-formyl-methionine S-oxide